C1(CC1)N(C=1N=NC(=CC1)C1=C(C=C(C=C1)C=1C=NNC1)OC)C1CC(NC(C1)(C)C)(C)C N-cyclopropyl-6-(2-methoxy-4-(1H-pyrazol-4-yl)phenyl)-N-(2,2,6,6-tetramethylpiperidin-4-yl)pyridazin-3-amine